4-methyl-4-cyanotetracyclo[6.2.1.13,6.02,7]Dodec-9-ene CC1(C2C3C4C=CC(C3C(C1)C2)C4)C#N